P(O)(=O)(OP(=O)(O)OP(=O)(O)O)OC[C@@H]1[C@H]([C@H]([C@@H](O1)N1C(=O)N=C(N)C(=C1)C)O)O 5-methyl cytidine-5'-triphosphate